2'-fluoro-5'-(R)-methyl-uridine-3'-phosphorothioate P(O)(O)(=S)O[C@H]1[C@]([C@@H](O[C@@H]1[C@H](O)C)N1C(=O)NC(=O)C=C1)(O)F